1-bromo-α-D-glucose tetraacetate C(C)(=O)O.C(C)(=O)O.C(C)(=O)O.C(C)(=O)O.Br[C@@]1(O)[C@H](O)[C@@H](O)[C@H](O)[C@H](O1)CO